tert-butyl 4-[(1Z)-chloro(hydroxyimino) methyl]piperidine-1-carboxylate Cl\C(\C1CCN(CC1)C(=O)OC(C)(C)C)=N/O